rel-N-methyl-1-(6-((4bR,8aR)-4b,7,7-trimethyl-2-(methylthio)-4b,7,8,8a-tetrahydropyrano[3',4':4,5]pyrrolo[2,3-d]pyrimidin-9(5H)-yl)pyridin-2-yl)methanamine CNCC1=NC(=CC=C1)N1[C@H]2[C@@](C3=C1N=C(N=C3)SC)(COC(C2)(C)C)C |o1:10,11|